C(C)C=1C=C(C=CC1)C=C m-ethyl-vinyl-benzene